6-((5-Cyclopropylpyridin-2-yl)amino)-N-ethoxy-4-((4-methoxy-2-(N-methylmethylsulfonamido)phenyl)amino)nicotinamide C1(CC1)C=1C=CC(=NC1)NC1=NC=C(C(=O)NOCC)C(=C1)NC1=C(C=C(C=C1)OC)N(S(=O)(=O)C)C